dilaurylphenyl dithiophosphite P(SC1=C(C(=CC=C1)CCCCCCCCCCCC)CCCCCCCCCCCC)([S-])[O-]